tert-butyl 4-(3-amino-2-isopropoxy-7-oxo-5H-pyrrolo[3,4-b]pyridin-6(7H)-yl)piperidine-1-carboxylate NC=1C=C2C(=NC1OC(C)C)C(N(C2)C2CCN(CC2)C(=O)OC(C)(C)C)=O